3-((6-fluoropyrido[3,4-d]pyrimidin-4-yl)amino)propan-1-ol FC1=CC2=C(N=CN=C2NCCCO)C=N1